2-Amino-1-(2,5-Dimethoxy-4-Methylphenyl)Butane NC(CC1=C(C=C(C(=C1)OC)C)OC)CC